Bis[3-(trimethoxysilyl)-propyl]amine CO[Si](CCCNCCC[Si](OC)(OC)OC)(OC)OC